2-(dimethylamino)-N-(3-(furan-2-yl)benzyl)-5-isobutyrylaminobenzamide CN(C1=C(C(=O)NCC2=CC(=CC=C2)C=2OC=CC2)C=C(C=C1)NC(C(C)C)=O)C